NC/C(/CN1N=CN(C1=O)C1=CC=C(C=C1)Br)=C/F 2-[(2Z)-2-(aminomethyl)-3-fluoroprop-2-en-1-yl]-4-(4-bromophenyl)-2,4-dihydro-3H-1,2,4-triazol-3-one